4-(azetidin-3-yloxy)pyrimidine N1CC(C1)OC1=NC=NC=C1